methyl 3-chloro-4-[6-chloro-3-(methylamino)-1,1-dioxo-4H-thieno[3,2-e][1,2,4]thiadiazin-5-yl]benzoate ClC=1C=C(C(=O)OC)C=CC1C1=C(SC2=C1NC(=NS2(=O)=O)NC)Cl